C1(CC1)C1=NNC(=C1)NC(CC1=NN(C=C1)C1=CN=C(S1)C)=O N-(3-cyclopropyl-1H-pyrazol-5-yl)-2-(1-(2-methylthiazol-5-yl)-1H-pyrazol-3-yl)acetamide